CN1C(C=CC(=C1)O)CN(CC#C)CC1=CC(=CC=C1)F 1-methyl-2-((3-fluorobenzyl-(propargyl)amino)methyl)-5-hydroxypyridin